BrCC1=C(N=NN1C)C1=CC=C(C(=N1)C)OC[C@H]1[C@@H](CC1)C(=O)OC |r| (±)-trans-Methyl 2-(((6-(5-(bromomethyl)-1-methyl-1H-1,2,3-triazol-4-yl)-2-methylpyridin-3-yl)oxy)methyl)cyclobutanecarboxylate